4-(4-(3-Fluorobenzoyl)-3,4-dihydro-2H-pyrido[4,3-b][1,4]thiazin-8-yl)benzonitrile FC=1C=C(C(=O)N2C3=C(SCC2)C(=CN=C3)C3=CC=C(C#N)C=C3)C=CC1